C(C(C)C)N1C(=NN=C1)C1=CC=C(C=C1)C=1C=C(C=NC1)C1=CC=NC2=C1C=C1N2CCN(C1=O)C1=NC=CC=C1 4-(5-(4-(4-isobutyl-4H-1,2,4-triazol-3-yl)phenyl)pyridin-3-yl)-7-(pyridin-2-yl)-8,9-dihydropyrido[3',2':4,5]pyrrolo[1,2-a]pyrazin-6(7H)-one